FCC(CN(CCC(C(=O)O)NC(CC=1NC(C=CC1)=O)=O)CCCCC1=NC=2NCCCC2C=C1)OC 4-[[3-fluoro-2-methoxy-propyl]-[4-(5,6,7,8-tetrahydro-1,8-naphthyridin-2-yl)butyl]amino]-2-[[2-(6-oxo-1H-pyridin-2-yl)acetyl]amino]butanoic acid